L-Tyrosine-d2 [2H]C([2H])(C1=CC=C(C=C1)O)[C@@H](C(=O)O)N